sodium 2,2,3,3,3-pentafluoropropanoate FC(C(=O)[O-])(C(F)(F)F)F.[Na+]